ClC1=C2C(=CNC2=CC=C1)C=CC(=O)O 3-(4-chloro-1H-indol-3-yl)acrylic acid